4-methyl-3-[2-(3-pyridyl)ethynyl]-N-spiro[5,6-dihydropyrrolo[1,2-b]pyrazole-4,1'-cyclopropane]-2-yl-benzamide CC1=C(C=C(C(=O)NC=2C=C3N(N2)CCC32CC2)C=C1)C#CC=1C=NC=CC1